C1CCCCCCCCCC1 Cycloundecan